C(C1=CC=CC=C1)(C1=CC=CC=C1)N1CCN(CC1)C(=O)C1=CC=C2CN(C(C2=C1)=O)C1C(NC(CC1)=O)=O 3-(6-(4-benzhydryl-piperazine-1-carbonyl)-1-oxoisoindolin-2-yl)piperidine-2,6-dione